[P].C(C(=O)OF)(=O)OF.[Li] lithium difluoro oxalate phosphorus